C(C)N(C1=NC(=NC=C1F)O[C@@H]1CN(CC1)CC(=O)NC=1C=CC=C2C(=CNC12)C1=NC(=NC=C1C)NC1=NN(C(=C1)C)C)CC (S)-2-(3-((4-(diethylamino)-5-fluoropyrimidin-2-yl)oxy)pyrrolidin-1-yl)-N-(3-(2-((1,5-dimethyl-1H-pyrazol-3-yl)amino)-5-methylpyrimidin-4-yl)-1H-indol-7-yl)acetamide